C1(CCC1)C=1C=C(C=CC1OC(F)(F)F)[C@@H]1CC[C@H](CC1)OC=1N=NNC1C(=O)O 4-(((trans)-4-(3-cyclobutyl-4-(trifluoromethoxy)phenyl)cyclohexyl)oxy)-1H-1,2,3-triazole-5-carboxylic acid